ClC1=CC(=C(C=C1)C1=CC=C(C=C1)N1CCN(CC1)CC1CCC1)N1CC(CCC1)N1N=CC(=C1C(F)(F)F)C(=O)OCC Ethyl 1-[1-{4-chloro-4'-[4-(cyclobutylmethyl)piperazin-1-yl][1,1'-biphenyl]-2-yl}piperidin-3-yl]-5-(trifluoromethyl)-1H-pyrazole-4-carboxylate